(3s,4r,5s)-4-acetamido-5-amino-2-azido-3-(pent-3-yloxy)cyclohexane-1-carboxylic acid ethyl ester C(C)OC(=O)C1C([C@H]([C@@H]([C@H](C1)N)NC(C)=O)OC(CC)CC)N=[N+]=[N-]